1-(2,2-dimethyl-1,3-dioxolan-4-yl)octa-3,5,7-trien-2-one CC1(OCC(O1)CC(C=CC=CC=C)=O)C